C(C1=CC=CC=C1)=O (E)-benzaldehyde